(S)-N-(3-(6-amino-2-(difluoromethyl)-3,3-difluoro-2,3,4,5-tetrahydropyridin-2-yl)-4-fluorophenyl)-5-(difluoromethyl)pyrazine-2-carboxamide NC=1CCC([C@@](N1)(C(F)F)C=1C=C(C=CC1F)NC(=O)C1=NC=C(N=C1)C(F)F)(F)F